ClC1=C(C=CC=C1)CS(=O)(=O)NC1=C(N=C(S1)C)C(=O)O 5-{[(2-chlorophenyl)methyl]sulfonylamino}-2-methyl-1,3-thiazole-4-carboxylic acid